O[C@@H]1C2(CN(C2)C(=O)OC(C)(C)C)C[C@H]1[C@@H]1N2C(C3=CC=CC=C13)=CN=C2 tert-butyl (5S,6S)-5-hydroxy-6-((S)-5H-imidazo[5,1-a]isoindol-5-yl)-2-azaspiro[3.3]heptane-2-carboxylate